C(#N)C1=C(OC2CCC(CC2)(C(=O)O)C)C=C(C(=C1)OC)C(N[C@@H]1[C@@H](CC1)C(NCC1(CCC1)C)=O)=O |o1:23,24| (1R,4s)-4-(2-Cyano-4-methoxy-5-(((1S*,2R*)-2-(((1-methylcyclobutyl)methyl)carbamoyl)cyclobutyl)carbamoyl)phenoxy)-1-methylcyclohexane-1-carboxylic acid